(R)-2-(3-(methoxymethyl)-4-(pyrimidin-2-yl)piperazin-1-yl)pyrimidin-5-amine COC[C@H]1CN(CCN1C1=NC=CC=N1)C1=NC=C(C=N1)N